ClC1=C(C(=CC=C1)Cl)C1=CC2=C(N=C(N=C2)NC=2C=NC(=CC2)OC2=NN(C=C2)C2CN(C2)CC)N(C1=O)C 6-(2,6-dichlorophenyl)-2-((6-((1-(1-ethylazetidin-3-yl)-1H-pyrazol-3-yl)oxy)pyridin-3-yl)amino)-8-methylpyrido[2,3-d]pyrimidin-7(8H)-one